methyl 3-(difluoromethoxy)-4-((5-((methoxycarbonyl)amino)-7-((spiro[2.3]hexan-5-ylmethyl)amino)-1H-pyrazolo[4,3-d]pyrimidin-1-yl)methyl)benzoate FC(OC=1C=C(C(=O)OC)C=CC1CN1N=CC=2N=C(N=C(C21)NCC2CC1(CC1)C2)NC(=O)OC)F